O2-benzyl O3-tert-butyl (1R,2S,5S)-6,6-dimethyl-3-azabicyclo[3.1.0]hexane-2,3-dicarboxylate CC1([C@H]2CN([C@@H]([C@@H]12)C(=O)OCC1=CC=CC=C1)C(=O)OC(C)(C)C)C